The molecule is a member of the class of benzoic acids that is benzoic acid in which the hydrogen at position 2 has been replaced by a 5-amino-4-cyano-1H-imidazol-1-yl group while the hydrogen at position 5 has been replaced by a 4-methylpiperazin-1-yl group. It is an aminoimidazole, a nitrile, a member of benzoic acids, a N-arylpiperazine, a N-methylpiperazine and a primary amino compound. CN1CCN(CC1)C2=CC(=C(C=C2)N3C=NC(=C3N)C#N)C(=O)O